CC1(C(C(=C[C@]2(CCN(C2)C(CC2CC(CCC2)C(F)(F)F)=O)C1)C#N)=O)C (5R)-9,9-dimethyl-8-oxo-2-{[3-(trifluoromethyl)cyclohexyl]acetyl}-2-azaspiro[4.5]dec-6-ene-7-carbonitrile